2-[tert-butyl-(dimethyl)silyl]oxyacetic acid C(C)(C)(C)[Si](OCC(=O)O)(C)C